2-(chloromethyl)-3-(oxocyclobutane-2-ylmethyl)-3H-imidazo[4,5-b]Pyridine-5-carboxylic acid methyl ester COC(=O)C1=CC=C2C(=N1)N(C(=N2)CCl)C(C2CCC2)=O